2,3,5-triethyl-6-methyl-4-butoxyphenol C(C)C1=C(C(=C(C(=C1CC)OCCCC)CC)C)O